BrC=1NC2=CC=CC=3C4=C[C@@H](CN([C@@H]4CC1C32)C)C(=O)N(CC)CC (6aR,9S)-5-bromo-N,N-diethyl-7-methyl-4,6,6a,7,8,9-hexahydroindolo[4,3-fg]quinoline-9-carboxamide